C(C)(C)(C)OC(=O)N1CC(N(CC1)C1=CC(=C(C=C1)[N+](=O)[O-])OCC1=CC=CC=C1)=O 4-(3-benzyloxy-4-nitrophenyl)-3-oxopiperazine-1-carboxylic acid tert-butyl ester